Ethyl 7-bromo-3-ethylimidazo[1,2-a]pyridine-2-carboxylate BrC1=CC=2N(C=C1)C(=C(N2)C(=O)OCC)CC